C1(CCCC1)SC=1N=C(C(=NC1)N1CCC2(CC1)CC1=CC=CC=C1[C@H]2N)C (3S)-1'-[5-(cyclopentylsulfanyl)-3-methylpyrazin-2-yl]-1,3-dihydrospiro[indene-2,4'-piperidin]-3-amine